C(=O)(OC(C)(C)C)C1C(CCCC1)(O)N Boc-aminocyclohexanol